2-morpholinooxazole-4-carboxamide O1CCN(CC1)C=1OC=C(N1)C(=O)N